(R)-6-(2-(3-bromophenyl)-2-hydroxyacetyl)-2-(1-(5-isopropylpyridin-3-yl)cyclopropyl)-5,6,7,8-tetrahydropyrido[4,3-d]pyrimidin-4(3H)-one BrC=1C=C(C=CC1)[C@H](C(=O)N1CC2=C(N=C(NC2=O)C2(CC2)C=2C=NC=C(C2)C(C)C)CC1)O